5-[[[(2S,4r)-1-[(2S)-2-(4-cyclopropyl-triazol-1-yl)-3,3-dimethyl-butyryl]-4-hydroxy-pyrrolidine-2-carbonyl]amino]methyl]-N,N-dimethyl-pyridine-2-carboxamide C1(CC1)C=1N=NN(C1)[C@H](C(=O)N1[C@@H](C[C@H](C1)O)C(=O)NCC=1C=CC(=NC1)C(=O)N(C)C)C(C)(C)C